CCC(C(=O)[O-])C(=O)[O-] The molecule is a dicarboxylic acid dianion resulting from the removal of a proton from both of the carboxylic acid groups of ethylmalonic acid. It is a dicarboxylic acid dianion and an ethylmalonate. It is a conjugate base of an ethylmalonic acid.